diisodecyl-cyclohexane-1,3-dicarboxylate C(CCCCCCC(C)C)OC(=O)C1CC(CCC1)C(=O)OCCCCCCCC(C)C